CC(CC(CCC(C)=O)=O)CCCCCCC 7-methyl-tetradecane-2,5-dione